FC1=CC=C(C=C1)C(C(O)N1CCC=2C=CC=NC2C1=O)=O 7-(2-(4-fluorophenyl)-1-hydroxy-2-oxoethyl)-6,7-dihydro-1,7-naphthyridin-8(5H)-one